{1-[1-(3-fluoroisonicotinoyl)piperidin-4-yl]-3-[4-(5-fluoro-1H-pyrrolo[2,3-b]pyridin-4-yl)-1H-pyrazol-1-yl]azetidin-3-yl}acetonitrile FC1=C(C(=O)N2CCC(CC2)N2CC(C2)(N2N=CC(=C2)C2=C3C(=NC=C2F)NC=C3)CC#N)C=CN=C1